NCC#CC1=CC=C(C=C1)N[C@@H]1C[C@@H](N(C2=CC=C(C=C12)F)C(C)=O)C 1-((2S,4R)-4-((4-(3-aminoprop-1-yn-1-yl)phenyl)amino)-6-fluoro-2-methyl-3,4-dihydroquinolin-1(2H)-yl)ethan-1-one